tert-butyl (6-(1-(dimethylamino)ethyl)-5-(tetrahydro-2H-pyran-4-yl)pyridin-2-yl)carbamate CN(C(C)C1=C(C=CC(=N1)NC(OC(C)(C)C)=O)C1CCOCC1)C